5-(3-carboxy-methoxyphenyl)-2-(4-sulfophenyl)-2H-tetrazolium C(=O)(O)C=1C(=C(C=CC1)C=1N=NN([NH+]1)C1=CC=C(C=C1)S(=O)(=O)O)OC